8-(benzo[d]isothiazol-7-ylthio)imidazo[1,2-c]pyrimidin S1N=CC2=C1C(=CC=C2)SC=2C=1N(C=NC2)C=CN1